NC1=C(C=NC(=C1)C(F)(F)F)C(=O)N1CCC=2N(N=C3CCN(CC1C23)C\C=C\S(=O)(=O)C)C2=C(C=C(C=C2)C2CC2)O (E)-(4-amino-6-(trifluoromethyl)pyridin-3-yl)(2-(4-cyclopropyl-2-hydroxyphenyl)-7-(3-(methylsulfonyl)allyl)-3,4,6,7,8,9-hexahydro-2H-1,2,5,7-tetraazabenzo[cd]azulen-5(5aH)-yl)methanone